1-methyl-2-(4-(4,4,5,5-tetramethyl-1,3,2-dioxaborolan-2-yl)phenyl)-1H-imidazole CN1C(=NC=C1)C1=CC=C(C=C1)B1OC(C(O1)(C)C)(C)C